C(C)(C)(C)OC(NC1=C2C=NC(=NC2=C(C=C1)C1=C(C=CC=C1C)F)NC1=CC=C2CCN(CC2=C1)C)=O (8-(2-fluoro-6-methylphenyl)-2-((2-methyl-1,2,3,4-tetrahydroisoquinolin-7-yl)amino)quinazoline-5-yl)carbamic acid tert-butyl ester